C(C1=CC=CC=C1)OC[C@H]1N(CC2(C1)CCCCC2)C(=O)OC(C)(C)C tert-butyl (S)-3-((benzyloxy)methyl)-2-azaspiro[4.5]decane-2-carboxylate